FC=1C=C(C=CC1)N1C[C@@H](CCC1)NC=1C=C(C(=O)NC)C=CN1 (R)-2-((1-(3-fluorophenyl)piperidin-3-yl)amino)-N-methylisonicotinamide